tert-butyl-4-(6-(4-(1-cyclopentyl-6-oxo-1,6-dihydropyridin-3-yl)-5-fluoropyrimidin-2-yl)aminopyridin-3-yl)piperazine C(C)(C)(C)N1CCN(CC1)C=1C=NC(=CC1)NC1=NC=C(C(=N1)C1=CN(C(C=C1)=O)C1CCCC1)F